3,6-bis(2-methylphenyl)-9H-carbazole CC1=C(C=CC=C1)C=1C=CC=2NC3=CC=C(C=C3C2C1)C1=C(C=CC=C1)C